FC=1C(=NC(=NC1)NC=1C=NN(C1)C[C@@H](C)O)N1C=C(C2=CC(=CC=C12)[N+](=O)[O-])C (2R)-1-[4-[[5-fluoro-4-(3-methyl-5-nitro-indol-1-yl)pyrimidin-2-yl]amino]pyrazol-1-yl]propan-2-ol